S1CCNCC2=C1C=CC=C2 2,3,4,5-tetrahydrobenzo[f][1,4]thiazepine